(R)-benzyl 2-(((benzyloxy)carbonyl)amino)-3-(3-(5-ethylpyrimidin-4-yl)-5-fluorobenzamido)propanoate C(C1=CC=CC=C1)OC(=O)N[C@@H](C(=O)OCC1=CC=CC=C1)CNC(C1=CC(=CC(=C1)F)C1=NC=NC=C1CC)=O